C(CCC)[C@H]1CC2=C(NC3=CC=CC=C23)[C@@H](N1C(=O)C=1N=C(SC1)C#C)C1=CC=C(C=C1)NC1CCC1 ((1S,3S)-3-butyl-1-(4-(cyclobutylamino)phenyl)-1,3,4,9-tetrahydro-2H-pyrido[3,4-b]indol-2-yl)(2-ethynylthiazol-4-yl)methanone